C1NCCC2=CC(=CC=C12)C(C(=O)OC(C)(C)C)C tert-butyl 2-(1,2,3,4-tetrahydroisoquinolin-6-yl)propanoate